trans-2-Bromo-3-chloro-3-(3-fluorophenyl)propan-1-ol BrC(CO)C(C1=CC(=CC=C1)F)Cl